OC1N=C(SC1)C#N hydroxy-4,5-dihydrothiazole-2-carbonitrile